CON(C(=O)[C@H]1N(C(OC1)(C)C)C(=O)OC(C)(C)C)C tert-butyl (4S)-4-[methoxy(methyl)carbamoyl]-2,2-dimethyl-oxazolidine-3-carboxylate